trans-3-(4-bromo-2-methylphenyl)-2,2-dimethylcyclopropanecarboxylic acid methyl ester COC(=O)[C@@H]1C([C@H]1C1=C(C=C(C=C1)Br)C)(C)C